3-(2-oxa-7-azaspiro[4.4]nonan-7-yl)-1-oxa-8-azaspiro[4.5]decane hydrochloride Cl.C1OCCC12CN(CC2)C2COC1(C2)CCNCC1